BrCCNC=1C2=C(N=CN1)NC=C2 N-(2-bromoethyl)-7H-pyrrolo[2,3-d]pyrimidin-4-amine